Cl.ClC1=CC=C2C3(CN(C2=C1)C(CN1[C@H](CN[C@@H](C1)C)CN1N=CC=C1)=O)CC1=CC=CC=C1C3 1-{6'-Chloro-1,1',2',3-tetrahydrospiro[indene-2,3'-indole]-1'-yl}-2-[(2R,5R)-5-methyl-2-(1H-pyrazol-1-ylmethyl)piperazin-1-yl]ethan-1-one hydrochloride